N-{6-fluoro-7-methoxy-1H,2H,3H-cyclopenta[b]quinolin-9-yl}-1-methylpiperidin-4-amine FC=1C(=CC=2C(=C3C(=NC2C1)CCC3)NC3CCN(CC3)C)OC